C(C1=CC=CC=C1)N1C[C@@H](CC1)C(=O)OCC1=CC=CC=C1 Benzyl (R)-1-benzylpyrrolidine-3-carboxylate